3-methyl-2-(N-methylamino)pentane CC(C(C)NC)CC